C1(CCCCCCO1)=O HEPTANOLIDE